FC[C@@H]1CN(C[C@H]1COC1=C(C=C(C=C1)S(N)(=O)=O)[N+](=O)[O-])C(=O)OCC1=CC=CC=C1 Trans-benzyl 3-(fluoromethyl)-4-((2-nitro-4-sulfamoylphenoxy)methyl)pyrrolidine-1-carboxylate